BrC1=CC(=C2C(=N1)C(=NN2C(C)C)C)CNC2=NN(C=N2)C N-((5-bromo-1-isopropyl-3-methyl-1H-pyrazolo[4,3-b]pyridin-7-yl)methyl)-1-methyl-1H-1,2,4-triazol-3-amine